3-(4-(2-Methyl-3-(1H-pyrazol-4-yl)piperazin-1-yl)pyrimidin-2-yl)imidazo[1,2-a]pyrazine CC1N(CCNC1C=1C=NNC1)C1=NC(=NC=C1)C1=CN=C2N1C=CN=C2